C(C=1C(C(=O)O)=CC=CC1)(=O)N.C(C=1C(C(=O)O)=CC=CC1)(=O)N diphthalic acid amide